C12(CC3CC(CC(C1)C3)C2)CCN2[C@H]([C@H]([C@@H]([C@H](C2)O)O)O)CO (2S,3R,4R,5S)-1-(2-((3R,5R,7R)-adamantan-1-yl)ethyl)-2-(hydroxymethyl)piperidine-3,4,5-triol